C(CCCCCCCCCCC)(=O)OC(C\C=C/CCCCCCCCOC(CCC(=O)O)=O)CCCCCC (Z)-4-((12-(Lauroyloxy)octadec-9-en-1-yl)oxy)-4-oxobutanoic acid